COC(=O)C=1C=C(C=2N(C1)N=C(C2C)C2=CC=1C(=C(N=CC1)Cl)N2CC2CC2)OC 2-(7-Chloro-1-(cyclopropylmethyl)-1H-pyrrolo[2,3-c]pyridin-2-yl)-4-methoxy-3-methylpyrazolo[1,5-a]pyridine-6-carboxylic acid methyl ester